FC(OC1=CC(=NN1)C(F)F)F 5-(Difluoromethoxy)-3-(difluoromethyl)-1H-pyrazole